8-iodopyrazolo[1,5-a][1,3,5]triazin-4(3H)-one IC=1C=NN2C1N=CNC2=O